(Z)-2-((3-benzyl-5-(3-((tert-butyldimethylsilyl)oxy)-2-fluorophenyl)pyrazin-2-yl)amino)-3-(4-fluorophenyl)acrylic acid C(C1=CC=CC=C1)C=1C(=NC=C(N1)C1=C(C(=CC=C1)O[Si](C)(C)C(C)(C)C)F)N\C(\C(=O)O)=C/C1=CC=C(C=C1)F